F[C@@H]1C[C@@H](C[C@@H]1O)C(=O)OCC |r| ethyl rac-(1R,3R,4S)-3-fluoro-4-hydroxycyclopentane-1-carboxylate